Cl.C(C)OC(C(F)(F)C1=C(C(=CC=C1)[C@@H](C)N)F)=O.C[Si](C)(C)C(C(=C=O)C)[Si](C)(C)C bis(trimethylsilyl)dimethylketene Ethyl-(R)-2-(3-(1-aminoethyl)-2-fluorophenyl)-2,2-difluoroacetate hydrogen chloride